5-(methylsulfonyl)-1,3,4-oxadiazol CS(=O)(=O)C1=NN=CO1